FC=1C=C(OC=2C=C(C=C(C2)F)[C@@H]2N(OCC2)C2=CC(=NC=N2)NC=2C(=CC(=C(C2)NC(C=C)=O)N2CCN(CC2)C)OC)C=C(C1)F (R)-N-(5-((6-(3-(3-(3,5-difluorophenoxy)-5-fluorophenyl)isoxazolidin-2-yl)pyrimidin-4-yl)amino)-4-methoxy-2-(4-methylpiperazin-1-yl)phenyl)acrylamide